(S)-8-Bromo-7-(dibenzylamino)-4-(trifluoromethyl)-3,4-dihydronaphthalen-1(2H)-one BrC=1C(=CC=C2[C@H](CCC(C12)=O)C(F)(F)F)N(CC1=CC=CC=C1)CC1=CC=CC=C1